BrC1=C(C=C(C(=C1)F)OC(F)F)F 1-bromo-4-(difluoromethoxy)-2,5-difluorobenzene